1-(2-(trifluoromethyl)phenyl)-1H-pyrazole-4-carbonitrile FC(C1=C(C=CC=C1)N1N=CC(=C1)C#N)(F)F